(S)-8-(2,4-dichlorophenyl)-9-(4-((1-(3-fluoropropyl)pyrrolidin-3-yl)oxy)phenyl)-6,7-dihydro-5H-benzo[7]annulene-3-carbaldehyde ClC1=C(C=CC(=C1)Cl)C=1CCCC2=C(C1C1=CC=C(C=C1)O[C@@H]1CN(CC1)CCCF)C=CC(=C2)C=O